1-(6-cyclobutoxypyridin-3-yl)-3-(5-fluoro-1H-pyrrolo[2,3-b]pyridin-3-yl)urea C1(CCC1)OC1=CC=C(C=N1)NC(=O)NC1=CNC2=NC=C(C=C21)F